C(#N)C(C(=O)N1CCN(CC1)C(=O)OC(C)(C)C)CC tert-butyl 4-(2-cyanobutyryl)-1-piperazinecarboxylate